NCCCC1=CC=C(C=C1)NS(=O)(=O)C1=CC(=C(OC(=O)N[C@@H](C(C)C)C(=O)OC)C(=C1)Cl)C(N)=O methyl ((4-(N-(4-(3-aminopropyl)phenyl)sulfamoyl)-2-carbamoyl-6-chlorophenoxy)carbonyl)valinate